(4R)-4-(aminomethyl)-N-(2,3-dihydro-1H-inden-5-yl)-N-methyl-3,4-dihydro-2H-1-benzopyran-7-amine NC[C@@H]1CCOC2=C1C=CC(=C2)N(C)C=2C=C1CCCC1=CC2